FC(C=1C=CC2=C(N=C(O2)S)C1)(F)F 5-(trifluoromethyl)benzo[d]oxazol-2-thiol